3-[(methoxyformyl)amino]phenyl (3-methylphenyl)carbamate CC=1C=C(C=CC1)NC(OC1=CC(=CC=C1)NC(=O)OC)=O